FC1=CC=C(OC2=NC3=CC=C(C=C3C(=C2)CCCCC)NC(C2=NC=CC(=C2O)OC)=O)C=C1 N-(2-(4-fluorophenoxy)-4-pentylquinolin-6-yl)-3-hydroxy-4-methoxypicolinamide